C(#N)C=C1CN(CCOC1)C(=O)OC(C)(C)C tert-butyl 6-(cyanomethylene)-1,4-oxazepane-4-carboxylate